FCC1(CC1)N1C=C2C(N=C(N=C2)C)=CC1=O 6-(1-(fluoromethyl)cyclopropyl)-2-methylpyrido[4,3-d]pyrimidine-7(6H)-one